CC1(CN(CC1)CC(=O)N)C 2-(3,3-dimethyl-pyrrolidin-1-yl)-acetamide